ClCCCC(=O)C1=CC=C(C=C1)C(C(=O)OC)(C)C methyl 2-(4-(4-chlorobutanoyl)phenyl)-2-methylpropanoate